9-bromo-7-(methoxymethoxy)-1-methyl-2,3-dihydro-1H-cyclopenta[a]naphthalene BrC1=CC(=CC2=CC=C3C(=C12)C(CC3)C)OCOC